FC=1C=C(C=CC1N1CCOCC1)N1C(OC(C1)CNC(C)=O)=O N-({3-[3-fluoro-4-(morpholin-4-yl)phenyl]-2-oxo-1,3-oxazolidin-5-yl}methyl)acetamide